C(C)OC(=O)C=1NC(=CC1)CC=1C(=NC(=CC1)N1CC2CC2C1)C 5-[(6-{3-azabicyclo[3.1.0]hex-3-yl}-2-methylpyridin-3-yl)methyl]-1H-pyrrole-2-carboxylic acid ethyl ester